NC([C@H](CCC(=O)OC(C)(C)C)N1C(C2=CC=CC(=C2C1)OCC=1C=NC(=CC1)SC1CCN(CC1)C1=C(C=C(C=C1)C#N)F)=O)=O Tert-butyl (S)-5-amino-4-(4-((6-((1-(4-cyano-2-fluorophenyl)piperidin-4-yl)thio)pyridin-3-yl)methoxy)-1-oxoisoindolin-2-yl)-5-oxopentanoate